tert-butyl N-(1-formyl-2-oxabicyclo[2.2.2]octan-4-yl)carbamate CC(C)(C)OC(=O)NC12CCC(CC1)(OC2)C=O